C6-ethoxypyridinecarboxaldehyde C(C)OC1=CC=CC(=N1)C=O